(7-(2,6-dimethylphenoxy)-4-hydroxy-1-methoxyisoquinoline-3-carbonyl)glycine CC1=C(OC2=CC=C3C(=C(N=C(C3=C2)OC)C(=O)NCC(=O)O)O)C(=CC=C1)C